1,1'-((2,3-dimethylbutane-2,3-diyl)bis(oxy))bis(1,3-dihydrobenzo[c][1,2]oxaborole) CC(C)(C(C)(C)OB1OCC2=C1C=CC=C2)OB2OCC1=C2C=CC=C1